1-(3'-ethoxy-2,5-difluoro-[1,1'-biphenyl]-4-yl)ethan-1-one C(C)OC=1C=C(C=CC1)C1=C(C=C(C(=C1)F)C(C)=O)F